N-(4-{1-[(dimethyl-1,3-thiazol-5-yl)carbonyl]piperidin-4-yl}butyl)thieno[2,3-c]pyridine-2-carboxamide CC=1N=C(SC1C(=O)N1CCC(CC1)CCCCNC(=O)C1=CC=2C(=CN=CC2)S1)C